butylbetaine CCCCC(C(=O)[O-])[N+](C)(C)C